Sodium (2S,SR)-2-(1,1-difluoroethyl)-7-oxo-1,6-diazabicyclo[3.2.1]octan-6-yl sulfate S(=O)(=O)(ON1[C@H]2CC[C@H](N(C1=O)C2)C(C)(F)F)[O-].[Na+] |&1:5|